C(C1=CC=CC=C1)OC(=O)N1C(CC(CC1)CN[C@H]1[C@@H](C1)C=1C=C2CCN(C2=CC1)S(=O)(=O)C1=CC=CC=C1)F fluoro-4-(((trans-2-(1-(phenylsulfonyl)indolin-5-yl)cyclopropyl)amino)methyl)piperidine-1-carboxylic acid benzyl ester